Dimethylaminoimidazole CN(C)C=1NC=CN1